FC(C1CC(C1)CN1C=CC2=CC(=CC=C12)C(C(=O)N)=C)(F)F (1-((3-(trifluoromethyl)cyclobutyl)methyl)-1H-indol-5-yl)acrylamide